2-(4-(hydroxy)phenyl)-4,7-diazaindole OC1=CC=C(C=C1)C=1NC2=NC=CN=C2C1